6-(benzyloxy)-7-fluoro-1-(1-(tetrahydro-2H-pyran-4-yl)-1H-pyrazolo[4,3-c]pyridin-3-yl)-2,3-dihydro-1H-pyrido[2,3-b][1,4]oxazine C(C1=CC=CC=C1)OC=1C(=CC2=C(OCCN2C2=NN(C3=C2C=NC=C3)C3CCOCC3)N1)F